C1=CC=CC=2C3=CC=CC=C3C(C12)COC(=O)N([C@@H](C(C)C)C(=O)OC[C@H](C(=O)OCC1=CC=CC=C1)NC(=O)OC(C)(C)C)C (R)-3-(benzyloxy)-2-((tert-butoxycarbonyl)amino)-3-oxopropyl N-(((9H-fluoren-9-yl)methoxy)carbonyl)-N-methyl-L-valinate